N(=[N+]=[N-])[C@](C(=O)N1S(C[C@@]23[C@H]1C[C@@H](CC2)C3(C)C)(=O)=O)(CC(F)(F)F)C (S)-2-azido-1-((3aS,6R,7aR)-8,8-dimethyl-2,2-dioxidotetrahydro-3H-3a,6-methanobenzo[c]isothiazol-1(4H)-yl)-4,4,4-trifluoro-2-methylbutan-1-one